benzyl-(quinolin-3-yl)amine C(C1=CC=CC=C1)NC=1C=NC2=CC=CC=C2C1